ClC1=C(C#N)C=C(C(=C1)Cl)F 2,4-dichloro-5-fluorobenzonitrile